5-(1-(tert-butyl)-3-nitro-1H-pyrazol-5-yl)tetrahydrofuran-3-ol C(C)(C)(C)N1N=C(C=C1C1CC(CO1)O)[N+](=O)[O-]